(2S,5R)-2-(azidomethyl)-5-methyl-1,4-dioxane N(=[N+]=[N-])C[C@@H]1OC[C@H](OC1)C